COC1=C(C=CC=C1)NC=1N=CC2=C(N1)N(C(C=C2C=C)=O)C2=CC=CC=C2 2-((2-methoxyphenyl)amino)-8-phenyl-5-vinylpyrido[2,3-d]pyrimidin-7(8H)-one